C1(CC1)OC1=NN(C=C1[N+](=O)[O-])C([2H])([2H])[2H] 3-(cyclopropyloxy)-4-nitro-1-(methyl-d3)pyrazole